5-chloro-2-(2',4'-dichlorophenoxy)phenol methacrylate C(C(=C)C)(=O)OC1=C(C=CC(=C1)Cl)OC1=C(C=C(C=C1)Cl)Cl